ClC=1C=CC(=C(C1)C=1C(=CC(=CC1)C(N[C@H](CCC)C1=CC=CC=C1)=O)C(=O)O)C1=NC2=C(N1)C=CC(=C2)Cl 5'-chloro-2'-(5-chloro-1H-1,3-benzodiazol-2-yl)-4-{[(1R)-1-phenylbutyl]carbamoyl}-[1,1'-biphenyl]-2-carboxylic acid